(2-(2-(azetidin-1-yl)ethyl)phenyl)methylamine N1(CCC1)CCC1=C(C=CC=C1)CN